N(C1=CC=CC=C1)C1CC(CC1)=O 3-anilinocyclopentanone